FCCCN1C[C@H](CC1)OC1=CC=C(C=C1)C1=C(CCSC2=C1C=CC(=C2)O)C2=C(C=C(C=C2)OC([2H])([2H])[2H])F 5-[4-[(3S)-1-(3-fluoropropyl)pyrrolidin-3-yl]oxyphenyl]-4-[2-fluoro-4-(trideuteromethoxy)phenyl]-2,3-dihydro-1-benzothiepin-8-ol